4-ETHOXYPYRIDINE-3-BORONIC ACID C(C)OC1=C(C=NC=C1)B(O)O